N=S1(CCC(CC1)N1N=CC(=C1C)[N+](=O)[O-])=O (1r,4r)-1-imino-4-(4-nitro-5-methyl-1H-pyrazol-1-yl)-hexahydro-1λ6-thiopyran 1-oxide